3-amino-N-(6-(4-isopropyl-4H-1,2,4-triazol-3-yl)pyridin-2-yl)-6-methyl-1H-indazole-1-carboxamide NC1=NN(C2=CC(=CC=C12)C)C(=O)NC1=NC(=CC=C1)C1=NN=CN1C(C)C